6-[[4-(2,6-Dimethylphenyl)-6-[(2R)-4,4-dimethyl-2-(pyrimidin-2-ylmethylamino)pentoxy]pyrimidin-2-yl]sulfamoyl]pyridine-2-carboxylic acid CC1=C(C(=CC=C1)C)C1=NC(=NC(=C1)OC[C@@H](CC(C)(C)C)NCC1=NC=CC=N1)NS(=O)(=O)C1=CC=CC(=N1)C(=O)O